FC=1C=C(C=CC1F)/C=C/C(=O)C1=CC=C(OCC(=O)O)C=C1 2-[4-[(E)-3-(3,4-Difluorophenyl)prop-2-enoyl]phenoxy]acetic acid